FS perfluoromercaptan